N-(3-(benzyloxy)-1-(1-(methylsulfonyl)spiro[indol-3,4'-piperidine]-1'-yl)-1-oxopropan-2-yl)-2-methyl-2-((4-oxopent-2-en-2-yl)amino)propanamide C(C1=CC=CC=C1)OCC(C(=O)N1CCC2(CC1)CN(C1=CC=CC=C12)S(=O)(=O)C)NC(C(C)(NC(C)=CC(C)=O)C)=O